O1CCOC2=C1C=CC=C2C2=CC=C(C(=N2)OC)NC=2C=C(CNCC1CCC(N1)=O)C=CC2 5-({3-[6-(2,3-Dihydro-benzo[1,4]dioxin-5-yl)-2-methoxy-pyridin-3-ylamino]-benzylamino}-methyl)-pyrrolidin-2-one